6-(2-chloroacetyl)-1,4-dihydro-2H-benzo[d][1,3]thiazin-2-one ClCC(=O)C1=CC2=C(NC(SC2)=O)C=C1